chlorotrityl-germanium Cl[Ge]C(C1=CC=CC=C1)(C1=CC=CC=C1)C1=CC=CC=C1